Cyclohexenylethyl-tripropoxysilane C1(=CCCCC1)CC[Si](OCCC)(OCCC)OCCC